CN1N=CC2=CC=CC(=C12)NS(=O)(=O)C=1C=NN(C1)C1=NC=CC(=C1)C1(CC(C1)(F)F)F N-(1-methylindazol-7-yl)-1-[4-(1,3,3-trifluorocyclobutyl)pyridin-2-yl]pyrazole-4-sulfonamide